O=C1NC(CCC1C=1C(=NC2=CC(=CC=C2C1)CN(C(O)=O)C1CCC(CC1)C(C)(C)C)C)=O.C1(=CC=CC=C1)NCCC[Si](OC)(OC)OC gamma-(N-phenyl)aminopropyltrimethoxysilane (3-(2,6-Dioxopiperidin-3-yl)-2-methylquinolin-7-yl)methyl-(4-(tert-butyl)cyclohexyl)carbamate